5-bromo-N2-(4-(4-(4-methylpiperazin-1-yl)piperidin-1-yl)-2,3-dihydrobenzofuran-7-yl)-N4-(1-(methylsulfonyl)indolin-7-yl)pyrimidine-2,4-diamine BrC=1C(=NC(=NC1)NC1=CC=C(C=2CCOC21)N2CCC(CC2)N2CCN(CC2)C)NC=2C=CC=C1CCN(C21)S(=O)(=O)C